C12N(CC(NC1)CC2)C=2C1=C(N=C(N2)OC[C@]23CCCN3C[C@@H](C2)F)C(=C(N=C1)C1=CC(=CC2=CC=C(C(=C12)C#C)F)O)F 4-(4-(2,5-diazabicyclo[2.2.2]octan-2-yl)-8-fluoro-2-(((2R,7aS)-2-fluorotetrahydro-1H-pyrrolizin-7a(5H)-yl)methoxy)pyrido[4,3-d]pyrimidin-7-yl)-5-ethynyl-6-fluoronaphthalen-2-ol